1-methyl-7-(4,4,5,5-tetramethyl-1,3,2-dioxaborolan-2-yl)-1,3-dihydro-2H-imidazo[4,5-b]pyridin-2-one CN1C(NC2=NC=CC(=C21)B2OC(C(O2)(C)C)(C)C)=O